ClC1=CC=C(C(=N1)NC1=C(C=CC=C1)Cl)C(CC(=O)OCC)=O Ethyl 3-(6-chloro-2-((2-chlorophenyl) amino) pyridin-3-yl)-3-oxopropanoate